n-propylsulfoxide CCCS(=O)CCC